CN(CCCN1C(C=CC1=O)=O)C N-(N',N'-dimethyl-3-aminopropyl)-maleimide